N-(3alpha,7alpha-dihydroxy-4beta-fluoro-6alpha-ethyl-5beta-cholan-24-yl)-o-fluorophenyl-sulfonamide O[C@H]1[C@@H]([C@H]2[C@H]([C@H]([C@H]3[C@@H]4CC[C@H]([C@@H](CCCNS(=O)(=O)C5=C(C=CC=C5)F)C)[C@]4(CC[C@@H]3[C@]2(CC1)C)C)O)CC)F